COC=1C=C2C(=CC=NC2=CC1OC)OC1=C(C=C(C=C1)NC(=O)NS(=O)(=O)CC1=C(C=CC=C1)F)F 1-[4-(6,7-Dimethoxyquinolin-4-yloxy)-3-fluorophenyl]-3-[(2-fluorobenzyl)sulfonyl]urea